NC1=NC=C(C=C1C#N)C1=NN2C(=C1)[C@@]1(CN(CC1)C(CC)C=1NC=CN1)OCC2 2-amino-5-{(3'R)-1'-[1-(1H-imidazol-2-yl)propyl]-6,7-dihydrospiro[pyrazolo[5,1-c][1,4]oxazine-4,3'-pyrrolidin]-2-yl}pyridine-3-carbonitrile